C(C)(C)(C)C1=CC=C(C=C1)C1(CC(C1)N)N 1-(4-(tert-butyl)phenyl)cyclobutane-1,3-diamine